C1(CC1)C1=C(C(=NO1)C1=C(C=CC=C1)OC(F)(F)F)COC1C(CN(CC1)C1=CC=C(C=C1)C#C)(F)F 5-cyclopropyl-4-(((1-(4-ethynylphenyl)-3,3-difluoropiperidin-4-yl)oxy)methyl)-3-(2-(trifluoromethoxy)phenyl)isoxazole